4,5,6,7-tetrahydroisoxazolo[5,4-c]pyridin-3(2H)-one-4,4,7,7-d4 O1NC(C2=C1C(NCC2([2H])[2H])([2H])[2H])=O